methyl-4-(4-(tert-butyl)phenyl)pyrrolo[1,2-a]quinoxaline-7-carbohydrazide CC1=CC=C2N1C1=CC=C(C=C1N=C2C2=CC=C(C=C2)C(C)(C)C)C(=O)NN